C(C)O[Si]1(N(CCC1)C[Si](OC)(C)C)OCC 2,2-Diethoxy-1-dimethylmethoxysilylmethyl-1-aza-2-silacyclopentane